N(F)(F)F.[SiH4] Silane nitrogen trifluoride